BrC=1C2=C(C(N(C1)CCC1CC1)=O)NC(=C2)C 4-bromo-6-(2-cyclopropylethyl)-2-methyl-1H-pyrrolo[2,3-c]pyridin-7(6H)-one